[Si].[Y] Yttrium-silicon